S1(C=NC2=C1C=CC=C2)=S benzothiazolinethione